4,4'-(benzo[C][1,2,5]thiadiazole-4,7-diyl)diphthalic acid N=1SN=C2C1C(=CC=C2C=2C=C(C(C(=O)O)=CC2)C(=O)O)C=2C=C(C(C(=O)O)=CC2)C(=O)O